dimethyl 2,5-di-tert-butyl-4-hydroxybenzylphosphonate C(C)(C)(C)C1=C(CP(OC)(OC)=O)C=C(C(=C1)O)C(C)(C)C